C1(CC1)CC1=C(C=NN1C)C1=NC(=NC=C1)NC1CCC(CC1)NCCOC (1R,4R)-N1-(4-(5-(cyclopropylmethyl)-1-methyl-1H-pyrazol-4-yl)pyrimidin-2-yl)-N4-(2-methoxyethyl)cyclohexane-1,4-diamine